ClC1=C(C=C2C(=NC(N3C2=C1SC[C@@H](C3)C3=NC=CN=C3)=O)N3C[C@@H](N([C@@H](C3)C)C(=O)OC(C)(C)C)C)C(F)(F)F tert-butyl (2S,6R)-4-((S)-11-chloro-6-oxo-3-(pyrazin-2-yl)-10-(trifluoromethyl)-3,4-dihydro-2H,6H-[1,4]thiazepino[2,3,4-ij]quinazolin-8-yl)-2,6-dimethylpiperazine-1-carboxylate